Pyridine-2-carboxylic acid [2-benzenesulfinyl-2-(5-bromofuran-2-yl)ethyl]-amide C1(=CC=CC=C1)S(=O)C(CNC(=O)C1=NC=CC=C1)C=1OC(=CC1)Br